4-methyl-2-(methylamino)pyridine-3-carbonitrile CC1=C(C(=NC=C1)NC)C#N